C(C)C1=CC=C(CCNC2=NC3=CC=CC=C3C(=N2)NCCN2CCN(CC2)C)C=C1 N2-(4-ethylphenethyl)-N4-(2-(4-methylpiperazin-1-yl)ethyl)quinazoline-2,4-diamine